ruthenium tri(4,7-diphenyl-1,10-phenanthroline) dichloride [Cl-].[Cl-].C1(=CC=CC=C1)C1=CC=NC2=C3N=CC=C(C3=CC=C12)C1=CC=CC=C1.C1(=CC=CC=C1)C1=CC=NC2=C3N=CC=C(C3=CC=C12)C1=CC=CC=C1.C1(=CC=CC=C1)C1=CC=NC2=C3N=CC=C(C3=CC=C12)C1=CC=CC=C1.[Ru+2]